6'-chlorospiro[oxirane-2,1'-tetralin] ClC=1C=C2CCCC3(C2=CC1)OC3